3,4-diamino-1-methylpyridin-2-one NC=1C(N(C=CC1N)C)=O